C(CCCCCCCCC)[Si](Br)(Br)CCCCCCCCCC didecyldibromosilane